C1(C=CC2=CC=CC=C12)C(=O)N Z-indene-1-carboxamide